C(CCCCCCC\C=C/C\C=C/CCCCC)(=O)OC=1C=C(C(=O)O)C=C(C1OC(CCCCCCC\C=C/C\C=C/CCCCC)=O)OC(CCCCCCC\C=C/C\C=C/CCCCC)=O 3,4,5-tris((9Z,12Z)-octadeca-9,12-dienoyloxy)benzoic acid